C(C)(C)(C)OC(\C=C/C1=CC(=CC=2CCOC(C21)C(=O)OCC)Cl)=O Ethyl 8-[(1Z)-3-(tert-butoxy)-3-oxoprop-1-en-1-yl]-6-chloro-3,4-dihydro-1H-2-benzopyran-1-carboxylate